CC1=CC=2N(N=C1N1CC=3C=CC(=NC3CC1)C)C(C=CN2)=O 8-methyl-7-(2-methyl-7,8-dihydro-1,6-naphthyridin-6(5H)-yl)-4H-pyrimido[1,2-b]pyridazin-4-one